C(C)(C)(C)OC(N[C@H](CO)CCC(N)=O)=O.NC=1C=C(C(=C(C(=O)NCC#C)C1)F)F 5-amino-2,3-difluoro-N-(prop-2-yn-1-yl)benzamide tert-butyl-N-[(2S)-4-carbamoyl-1-hydroxybutan-2-yl]carbamate